P(=O)(OCCCCl)(OCCCCl)OCCCCl tris-chloropropyl phosphate